1-(4-(dimethylamino)phenyl)-2,2-difluoroethane-1-ol CN(C1=CC=C(C=C1)C(C(F)F)O)C